C(C(=C)C)(=O)OCCC1C(OC1)F 3-(methacryloyloxyethyl)-2-fluorooxetane